C(OCCCCCCCCCCCCCCCC)(OC)=O Cetyl methyl carbonate